(rac)-tert-butyl-2'-{6-amino-5-[(2,6-dichlorophenyl)methoxy]pyridin-3-yl}-5',6'-dihydrospiro[pyrrolidine-3,4'-pyrrolo[1,2-b]pyrazole]-1-carboxylate C(C)(C)(C)OC(=O)N1C[C@]2(CCN3N=C(C=C32)C=3C=NC(=C(C3)OCC3=C(C=CC=C3Cl)Cl)N)CC1 |r|